NC1=NC=CC=2N1C(=NC2C2CN(CCC2)C(C#CC)=O)C2=C(C=C(C(=O)NC1=NC=CC(=C1)C(F)(F)F)C=C2)C(F)(F)F 4-(5-amino-1-(1-(but-2-ynoyl)piperidin-3-yl)imidazo[1,5-c]pyrimidin-3-yl)-3-(trifluoromethyl)-N-(4-(trifluoromethyl)pyridin-2-yl)benzamide